CC(C(C)(C)C)(CCCCC)C Pentamethyl-heptane